1-(4-chlorophenyl)-3-((2-nitrobenzyl)oxy)-1H-pyrazole ClC1=CC=C(C=C1)N1N=C(C=C1)OCC1=C(C=CC=C1)[N+](=O)[O-]